4-bromo-1,3-thiazol-2-amine BrC=1N=C(SC1)N